Tert-butyl (1-(4-bromophenyl)-5-(trifluoromethyl)-1H-pyrazol-4-yl)carbamate BrC1=CC=C(C=C1)N1N=CC(=C1C(F)(F)F)NC(OC(C)(C)C)=O